[C-]#[W+] tungsten carbide